2-{4-[5-chloro-2-(4,5-dihydro-1,2-oxazol-3-yl)phenyl]-5-methoxy-2-oxopyridin-1(2H)-yl}-4-methoxybutyric acid tert-butyl ester C(C)(C)(C)OC(C(CCOC)N1C(C=C(C(=C1)OC)C1=C(C=CC(=C1)Cl)C1=NOCC1)=O)=O